3-(5-(6-Amino-4-(trifluoroethyl)pyridin-2-yl)-4-fluoro-1-oxoisoindolin-2-yl)piperidine-2,6-dione NC1=CC(=CC(=N1)C=1C(=C2CN(C(C2=CC1)=O)C1C(NC(CC1)=O)=O)F)CC(F)(F)F